N1C(CCC=C1)=O 3,4-dihydropyridine-2(1H)-one